cis-3-octene-1,8-dicarboxylic acid C(C\C=C/CCCCC(=O)O)C(=O)O